6-{5-chloro-2-[(oxacyclohex-4-yl)amino]pyrimidin-4-yl}-2-[2-(morpholin-4-yl)ethyl]-2,3-dihydro-1H-isoindol-1-one ClC=1C(=NC(=NC1)NC1CCOCC1)C1=CC=C2CN(C(C2=C1)=O)CCN1CCOCC1